FC=1C=C2C(=NC1)NC=C2N2N=C(C=CC2=O)N2C(CCC2)CC(=O)O 2-(1-(1-(5-fluoro-1H-pyrrolo[2,3-b]pyridin-3-yl)-6-oxo-1,6-dihydropyridazin-3-yl)pyrrolidin-2-yl)acetic acid